FC1(OC=2C(=CC3=C(N=C(S3)NC([C@@H](C)N3C[C@@H](C(CC3)(F)F)C3=CC=[N+](C=C3)[O-])=O)C2)O1)F 4-((S)-1-((R)-1-((2,2-difluoro-[1,3]dioxolo[4',5':4,5]benzo[1,2-d]thiazol-6-yl)amino)-1-oxopropan-2-yl)-4,4-difluoropiperidin-3-yl)pyridine 1-oxide